ClC=1C=C(C(=O)O)C=CC1C=1N(C2=NC=NC(=C2N1)OC1(CC1)C)CC1=NC=CC(=C1)C 3-chloro-4-(6-(1-methylcyclopropoxy)-9-((4-methylpyridin-2-yl)methyl)-9H-purin-8-yl)benzoic acid